2-(3-methoxy-N-methyl-1-naphthamido)-5-oxo-5H-thieno[3,2-b]pyran-6-carboxylic acid COC=1C=C(C2=CC=CC=C2C1)C(=O)N(C)C1=CC=2OC(C(=CC2S1)C(=O)O)=O